C(CCCCCCCCCCC)(=O)OOC(CCCCCCCCCCC)=O bis-Lauroyl Peroxide